5,10,15,20-tetrakis[4-(trimethylammonio)phenyl]-21H,23H-porphine tetratosylate S(=O)(=O)([O-])C1=CC=C(C)C=C1.S(=O)(=O)([O-])C1=CC=C(C)C=C1.S(=O)(=O)([O-])C1=CC=C(C)C=C1.S(=O)(=O)([O-])C1=CC=C(C)C=C1.C[N+](C1=CC=C(C=C1)C=1C2=CC=C(N2)C(=C2C=CC(C(=C3C=CC(=C(C=4C=CC1N4)C4=CC=C(C=C4)[N+](C)(C)C)N3)C3=CC=C(C=C3)[N+](C)(C)C)=N2)C2=CC=C(C=C2)[N+](C)(C)C)(C)C